C[C@@]1([C@H](C[C@H](C[C@@H]1[Se]C1=CC=CC=C1)C(=C)C)O)O (1S,2S,4R,6S)-1-methyl-6-(phenylselanyl)-4-(prop-1-en-2-yl)cyclohexane-1,2-diol